(S)-tert-butyl 3-(4-((5-ethynyl-2-fluoropyridin-3-yl)amino)quinazolin-6-yl)pyrrolidine-1-carboxylate C(#C)C=1C=C(C(=NC1)F)NC1=NC=NC2=CC=C(C=C12)[C@H]1CN(CC1)C(=O)OC(C)(C)C